morphine nitrogen [N].C1=CC(O)=C2C=3[C@@]45[C@@H](O2)[C@@H](O)C=C[C@H]4[C@@H](CC13)N(C)CC5